2-Naphthylnorbornene C1=C(C=CC2=CC=CC=C12)C12C=CC(CC1)C2